(4-(aminomethyl)piperidine-1-yl)(2-chloro-4-((3-(2,3-difluoro-4-methoxyphenyl)imidazo[1,2-a]pyrazin-8-yl)amino)phenyl)methanone NCC1CCN(CC1)C(=O)C1=C(C=C(C=C1)NC=1C=2N(C=CN1)C(=CN2)C2=C(C(=C(C=C2)OC)F)F)Cl